C(C)(C)(C)N[C@@H]1CN(CC1)C=1N=NC(=CC1)Cl (3S)-N-tert-butyl-1-(6-chloropyridazin-3-yl)pyrrolidin-3-amine